[Au].[Ge] germanium-gold